6-(4-chlorophenyl)-N-((1S,2R)-1-hydroxyl-2,3-dihydro-1H-inden-2-yl)-2-(1-methyl-1H-pyrazol-4-yl)-3-oxo-2,3-dihydropyridazine-4-carboxamide ClC1=CC=C(C=C1)C=1C=C(C(N(N1)C=1C=NN(C1)C)=O)C(=O)N[C@H]1[C@H](C2=CC=CC=C2C1)O